N1CC(C1)C1=CC=C(OC2=NC=CC(=N2)C2CC2)C=C1 [4-(azetidin-3-yl)phenoxy]-4-cyclopropyl-pyrimidine